BrC=1C=C2C(=C(N1)Br)SC=C2C 5,7-dibromo-3-methyl-thieno[2,3-c]pyridine